COC1=C(C=C2C(=N1)N(N=C2C)C)B2OC(C(O2)(C)C)(C)C 6-methoxy-1,3-dimethyl-5-(4,4,5,5-tetramethyl-1,3,2-dioxaborolan-2-yl)pyrazolo[3,4-b]Pyridine